CC1=CC=C(C(=N1)C(=O)N1[C@@H]2[C@@H](C[C@H](C1)C2)OC2=NC=C(C=C2)C(F)(F)F)C2=NC=CC=C2 (6'-methyl-[2,3'-bipyridine]-2'-yl)((1S,4R,6R)-6-((5-(trifluoromethyl)pyridin-2-yl)oxy)-2-azabicyclo[2.2.1]hept-2-yl)methanone